N-(5-chloro-6-(2H-1,2,3-triazol-2-yl)pyridin-3-yl)-1-(4-fluoro-2-methoxyphenyl)-5-(trifluoromethyl)-1H-pyrazole-4-carboxamide ClC=1C=C(C=NC1N1N=CC=N1)NC(=O)C=1C=NN(C1C(F)(F)F)C1=C(C=C(C=C1)F)OC